1-cyclopropyl-4-(ethanesulfonyl)piperazine 2'-O-methylguanosine-3'-phosphate P(=O)(O)(O)O[C@H]1[C@H]([C@@H](O[C@@H]1CO)N1C=NC=2C(=O)NC(N)=NC12)OC.C1(CC1)N1CCN(CC1)S(=O)(=O)CC